tert-butyl 3-chloro-2-(cyclopropanecarbonyl)-4,6,7,8-tetrahydropyrazolo[1,5-a][1,4]diazepine-5-carboxylate ClC=1C(=NN2C1CN(CCC2)C(=O)OC(C)(C)C)C(=O)C2CC2